C(\C=C\C1=CC(OC)=C(O)C=C1)(=O)OCCCCCCCCCCCCCCCCCCCCCCCCC pentacosanol ferulate